1-(4-(4-((5-ethynyl-6-phenoxypyridin-3-yl)amino)quinazolin-6-yl)piperazin-1-yl)prop-2-en-1-one C(#C)C=1C=C(C=NC1OC1=CC=CC=C1)NC1=NC=NC2=CC=C(C=C12)N1CCN(CC1)C(C=C)=O